C1(=CC=CC2=CC=CC=C12)C1CCNCC1 4-(naphthalen-1-yl)piperidine